C(C)C(CNC(=N)NC(=N)N1CC(CCC1)CNC(=N)NC(NCC(CCCC)CC)=N)CCCC N-(N-(2-ethylhexyl)carbamimidoyl)-3-((3-(N-(2-ethylhexyl)carbamimidoyl)guanidino)methyl)piperidine-1-carboximidamide